BrC=1SC=C(C1)C(F)F 2-bromo-4-(difluoromethyl)thiophene